(S)-1'-(5-((3-chloro-2-(cyclopropylamino)pyridin-4-yl)thio)-1H-imidazo[4,5-b]pyrazin-2-yl)-1,3-dihydrospiro[indene-2,4'-piperidin]-1-amine ClC=1C(=NC=CC1SC=1N=C2C(=NC1)NC(=N2)N2CCC1(CC2)[C@@H](C2=CC=CC=C2C1)N)NC1CC1